FC1=C(C=C(C=C1)O)C(=O)N1CC2(C1)CC(C2)C2=CC(=NN2C2=C(C=CC=C2)C)C (2-fluoro-5-hydroxyphenyl){6-[3-methyl-1-(o-tolyl)-5-pyrazolyl]-2-aza-2-spiro[3.3]heptyl}methanone